COC(CC1CC1)=O (E)-2-cyclopropylacetic acid methyl ester